2-{1-[(2,2-difluorocyclopropyl)methyl]-3-[(1,3-dimethyl-1H-pyrazol-4-yl)amino]-1H-indazol-6-yl}propan-2-ol FC1(C(C1)CN1N=C(C2=CC=C(C=C12)C(C)(C)O)NC=1C(=NN(C1)C)C)F